6-(cyclopropanecarboxamido)-4-{[2-methoxy-3-(1-methyl-1H-imidazo[1,2-b]pyrazol-6-yl)phenyl]amino}-N-methylpyridazine-3-carboxamide C1(CC1)C(=O)NC1=CC(=C(N=N1)C(=O)NC)NC1=C(C(=CC=C1)C=1C=C2N(N1)C=CN2C)OC